tetrakis(hydroxypropyl)phosphonium chloride [Cl-].OCCC[P+](CCCO)(CCCO)CCCO